CN1N=C2C(N=CNC2=O)=C1C=1C=C2CCC(C2=CC1)NC 2-methyl-3-(1-(methylamino)-2,3-dihydro-1H-inden-5-yl)-2H-pyrazolo[4,3-d]pyrimidin-7(6H)-one